OCCCCCCOC1=CC=C(C=C1)C#CC1=CC=C(C(=O)OC=2C=CC(=C(C(=O)OC)C2)OC(C2=CC=C(C=C2)I)=O)C=C1 methyl 5-[4-[2-[4-(6-hydroxyhexoxy)phenyl]ethynyl]-benzoyl]oxy-2-(4-iodobenzoyl)oxy-benzoate